C1(CCCCC1)C[C@@H](C(=O)NC(CC1C(NC(C1)(C)C)=O)C(C(=O)NC1CC1)=O)NC(OC(CC1=CC(=CC=C1)Cl)C1=CC(=CC=C1)Cl)=O 1,2-bis(3-chlorophenyl)ethyl ((2S)-3-cyclohexyl-1-((4-(cyclopropylamino)-1-(5,5-dimethyl-2-oxopyrrolidin-3-yl)-3,4-dioxobutan-2-yl)amino)-1-oxopropan-2-yl)carbamate